O[C@](C#CC1=CC=C(C(=O)OC)C=C1)(C(C([2H])([2H])[2H])([2H])[2H])COC |o1:1| Methyl (rel)-(S)-4-(3-hydroxy-3-(methoxymethyl) pent-1-yn-1-yl-4,4,5,5,5-d5)benzoate